8-(2-chloroacetyl)-4-(furan-2-ylmethyl)-1-thia-4,8-diazaspiro[4.5]decan-3-one ClCC(=O)N1CCC2(N(C(CS2)=O)CC=2OC=CC2)CC1